bis-(2-amino-2-carboxyethyl)trisulfide NC(CSSSCC(C(=O)O)N)C(=O)O